2-cyclopropylamino-4,6-dichloro-S-triazine C1(CC1)NC1=NC(=NC(=N1)Cl)Cl